(2R,3S,5R)-5-(6-amino-2-chloro-purin-9-yl)-2-(hydroxymethyl)-2-(2-triethylsilylethynyl)tetrahydrofuran-3-ol NC1=C2N=CN(C2=NC(=N1)Cl)[C@H]1C[C@@H]([C@@](O1)(C#C[Si](CC)(CC)CC)CO)O